N1=CC=CC=2[N]C=3N(C21)C2=C(N3)C=CC=C2 aza-5λ2-benzo[d]benzo[4,5]imidazo[3,2-a]imidazole